2-(6-cyclobutyl-4-cyclopropoxy-1-oxophthalazin-2(1H)-yl)acetic acid C1(CCC1)C=1C=C2C(=NN(C(C2=CC1)=O)CC(=O)O)OC1CC1